trans-4-((4-(2-Cyclopropyloxazol-4-yl) pyridin-2-yl)((trans-4-(5-methoxy-6-methylpyridin-2-yl)cyclohexyl)methyl) carbamoyl)cyclohexyl (2-hydroxy-2,3-dimethylbutyl)carbamate OC(CNC(O[C@@H]1CC[C@H](CC1)C(N(C[C@@H]1CC[C@H](CC1)C1=NC(=C(C=C1)OC)C)C1=NC=CC(=C1)C=1N=C(OC1)C1CC1)=O)=O)(C(C)C)C